6-(5'-Fluoro-6'-methyl-[2,2'-bipyridin]-3-yl)pyrido[3,2-d]pyrimidin-4-amin FC=1C=CC(=NC1C)C1=NC=CC=C1C=1C=CC=2N=CN=C(C2N1)N